rac-(3s,4s,5r)-1-(4-methoxybenzyl)-3-methyl-4-nitro-5-phenylpyrrolidin-2-one COC1=CC=C(CN2C([C@H]([C@@H]([C@H]2C2=CC=CC=C2)[N+](=O)[O-])C)=O)C=C1 |r|